FC1=C(C(=CC=C1)F)NN=C(C=NO)C [2-(2,6-difluorophenyl)hydrazono]propionaldoxime